C1(=CC=CC=C1)C1=CC=2CC3=CC(=CC=C3C2C=C1)C1=CC=CC=C1 2,7-diphenyl-fluorene